BrC1=CC=CC=2C3=C(CN(C12)C)C(N(N3)C([2H])([2H])[2H])=O 6-bromo-5-methyl-2-(methyl-d3)-4,5-dihydro-2H-pyrazolo[4,3-c]quinolone